6-(5-bromo-2-{5-[2-(4,4-difluoropiperidin-1-yl)-6-methylpyrimidin-4-yl]-2H-1,2,3,4-tetrazol-2-yl}phenyl)-6-azaspiro[2.5]octane BrC=1C=CC(=C(C1)N1CCC2(CC2)CC1)N1N=C(N=N1)C1=NC(=NC(=C1)C)N1CCC(CC1)(F)F